tert-butyl 3-[7-[3-[tert-butyl(dimethyl)silyl]oxy-1-naphthyl]-6-chloro-8-fluoro-2-[[(2S)-1-methylpyrrolidin-2-yl]methoxy]quinazolin-4-yl]-3,8-diazabicyclo[3.2.1]octane-8-carboxylate [Si](C)(C)(C(C)(C)C)OC=1C=C(C2=CC=CC=C2C1)C1=C(C=C2C(=NC(=NC2=C1F)OC[C@H]1N(CCC1)C)N1CC2CCC(C1)N2C(=O)OC(C)(C)C)Cl